BrC(C1=CC=C(C=C1)C(Br)(Br)Br)(Br)Br α,α,α,α',α',α'-hexabromo-p-xylene